N1CCC=C1 2,3-Dihydro-1H-pyrrole